{[(4-chlorophenyl)methyl]amino}-N-{4-[(cyclohexylcarbonylamino)methyl]phenyl}carboxamide ClC1=CC=C(C=C1)CNC(=O)NC1=CC=C(C=C1)CNC(=O)C1CCCCC1